C(C)SC=1C=C(C=NC1C=1C=C2C(=CN1)N(C=C2)CC(C(F)(F)F)(F)F)N(C(OC(C)(C)C)=O)C tert-butyl N-[5-ethylsulfanyl-6-[1-(2,2,3,3,3-pentafluoropropyl) pyrrolo[2,3-c]pyridin-5-yl]-3-pyridyl]-N-methyl-carbamate